6-(3-(((1R,2S,3S,5R)-2-fluoro-8-azabicyclo[3.2.1]oct-6-en-3-yl)(methyl)amino)-1,2,4-triazin-6-yl)isoquinolin-7-ol F[C@H]1[C@H]2C=C[C@@H](C[C@@H]1N(C=1N=NC(=CN1)C=1C=C3C=CN=CC3=CC1O)C)N2